ClC1=NC(=NC(=C1)C1=C(C=CC=C1C)C)NS(=O)(=O)C=1C=C(C(=O)N2[C@H](CN(C[C@@H](C2)O)C(=O)OC(C)(C)C)CC(C)C)C=CC1 tert-Butyl (3S,6R)-4-[3-[[4-chloro-6-(2,6-dimethylphenyl)pyrimidin-2-yl]sulfamoyl]benzoyl]-6-hydroxy-3-isobutyl-1,4-diazepane-1-carboxylate